N1(CCCCC1)C1CCN(CC1)C1CCN(CC1)C1=C(C=NC2=CC=C(C=C12)[S]([O])C)S(=O)(=O)C1=CC=C(C=C1)OCCCCCCCCCCCCCC 4-([1,4':1',4''-terpiperidin]-1''-yl)-6-(methyl(λ1-oxidanyl)-λ3-sulfanyl)-3-((4-(tetradecyloxy)phenyl)sulfonyl)quinoline